Potassium propanesulfonate C(CC)S(=O)(=O)[O-].[K+]